C(C1=CC=CC=C1)OC=1N=CC(=NC1N=C=S)C1=C(C=C(C#N)C=C1OCOCC[Si](C)(C)C)C 4-(5-(Benzyloxy)-6-isothiocyanatopyrazin-2-yl)-3-methyl-5-((2-(trimethylsilyl)ethoxy)methoxy)benzonitrile